NC1=C(NC[C@@H](CCCCC2=CC=NN2C)C)C=C(C=C1)Br 5-[(5R)-6-(2-amino-5-bromo-anilino)-5-methyl-hexyl]-1-methyl-pyrazol